COC1=CC(=NC=C1C1=CC=C(C=C1)C(F)(F)F)C(=O)N1[C@@H]2CN([C@H](C1)C2)C=2N=NC(=CC2)N=O [4-Methoxy-5-(4-trifluoromethyl-phenyl)-pyridin-2-yl]-[(1S,4S)-5-(6-nitroso-pyridazin-3-yl)-2,5-diaza-bicyclo[2.2.1]hept-2-yl]-methanone